C(#C)C1=CC=C(C(=O)NC2(CCN(CC2)C(=O)OC(C)(C)C)C)C=C1 tert-Butyl 4-(4-ethynylbenzoylamino)-4-methylpiperidin-1-carboxylate